5-Chloro-2-fluoro-4-(6-((1-fluorocyclopropyl)methoxy)pyridine-3-yl)aniline ClC=1C(=CC(=C(N)C1)F)C=1C=NC(=CC1)OCC1(CC1)F